C(#N)C1=C(C=CC=C1C1=CC2=C(OCCO2)C=C1)NC(=O)C=1N(C2=C(CN(CC2)CCO)N1)C N-(2-cyano-3-(2,3-dihydrobenzo[b][1,4]dioxin-6-yl)phenyl)-5-(2-hydroxyethyl)-1-methyl-4,5,6,7-tetrahydro-1H-imidazo[4,5-c]pyridine-2-carboxamide